1-ethyl-2-propylpyrrolium cyanide [C-]#N.C(C)[NH+]1C(=CC=C1)CCC